(2,3-Dimethylphenyl)-[1-(trityl)-1H-imidazol-4-yl]methanone CC1=C(C=CC=C1C)C(=O)C=1N=CN(C1)C(C1=CC=CC=C1)(C1=CC=CC=C1)C1=CC=CC=C1